tert-butyl (1-((R)-pyrrolidin-3-yl)ethyl)carbamate N1C[C@@H](CC1)C(C)NC(OC(C)(C)C)=O